7-fluoro-8-methyl-2-(((tetrahydro-2H-pyran-4-yl)thio)methyl)quinazolin-4(3H)-one FC1=CC=C2C(NC(=NC2=C1C)CSC1CCOCC1)=O